ClC1=C(C=CC=C1)[C@@H](C)OC(=O)NC=1C(=NSC1C1=CC=C(C(=N1)C)NC(=O)[C@@H]1C([C@H]1C(=O)O)(F)F)C Trans-3-((6-(4-((((R)-1-(2-chlorophenyl)ethoxy)carbonyl)amino)-3-methylisothiazol-5-yl)-2-methylpyridin-3-yl)carbamoyl)-2,2-difluorocyclopropane-1-carboxylic acid